ClC1=NC(=NC=2N1N=CC2)SC 4-chloro-2-(methylthio)pyrazolo[1,5-a][1,3,5]triazine